N=1C(CCC1)C=1C=NC=C(C1)C1N=CCC1 3,5-bis(3,4-dihydro-2h-pyrrol-2-yl)pyridine